O[C@H]1COCC[C@H]1NC1=CC=CC(=N1)S(=O)(=O)NC1=NC(=C(C=C1)C(F)(F)F)C1=C(C=CC=C1)C 6-(((3R,4R)-3-hydroxytetrahydro-2H-pyran-4-yl)amino)-N-(6-(o-tolyl)-5-(trifluoromethyl)pyridin-2-yl)pyridine-2-sulfonamide